(3S)-5-chloro-N-(3-{8-ethyl-2-[(1-methylpiperidin-4-yl)amino]quinazolin-6-yl}-2,4-difluorophenyl)-3-hydroxy-2,3-dihydro-1-benzofuran-7-sulfonamide ClC=1C=C(C2=C([C@@H](CO2)O)C1)S(=O)(=O)NC1=C(C(=C(C=C1)F)C=1C=C2C=NC(=NC2=C(C1)CC)NC1CCN(CC1)C)F